O1CCN(CC1)CCCOC=1C=C(C=CC1)C=1N=C(C2=C(N1)C=CS2)NC2=CC=C(C=C2)N2CC(NCC2)=O 4-(4-((2-(3-(3-Morpholinopropoxy)phenyl)thieno[3,2-d]pyrimidin-4-yl)amino)phenyl)piperazin-2-one